CC=1C(NC=C(N1)C(=O)O)=O 6-methyl-5-oxo-4,5-dihydropyrazine-2-carboxylic acid